[C@H]12CS(C[C@H](CC1)N2C(=O)OC(C)(C)C)(=O)=O tert-butyl (1R,5S)-3-thia-8-azabicyclo[3.2.1]octane-8-carboxylate 3,3-dioxide